3,6-dibromocyclohexene BrC1C=CC(CC1)Br